((1R,3S)-1-(benzo[d][1,3]dioxol-5-yl)-2,3,4,9-tetrahydro-1H-pyrido[3,4-b]indol-3-yl)(morpholino)methanone O1COC2=C1C=CC(=C2)[C@H]2N[C@@H](CC1=C2NC2=CC=CC=C12)C(=O)N1CCOCC1